BrC=1C=C(C=C2C(=C(C(=NC12)Cl)C)C(=O)N)C 8-bromo-2-chloro-3,6-dimethyl-quinoline-4-carboxamide